N-[(1S)-1-[2-(5-bromopyrimidin-2-yl)-5-ethyl-1,2,4-triazol-3-yl]ethyl]-8-cyclopropyl-6-(difluoromethyl)quinazolin-4-amine BrC=1C=NC(=NC1)N1N=C(N=C1[C@H](C)NC1=NC=NC2=C(C=C(C=C12)C(F)F)C1CC1)CC